Phenyl-2-pyridineethanamine dihydrochloride Cl.Cl.C1(=CC=CC=C1)C=1C(=NC=CC1)CCN